(9,9-dioctyl-9H-fluorene-2,7-diyl)diboronic acid C(CCCCCCC)C1(C2=CC(=CC=C2C=2C=CC(=CC12)B(O)O)B(O)O)CCCCCCCC